ClC=1C=CC(=C(C1)C1=CC(N(C=C1OC)C(C(=O)NC1=CC(=C(C(=O)NCC)C=C1)F)F)=O)C#N 4-(2-(4-(5-chloro-2-cyanophenyl)-5-methoxy-2-oxopyridin-1(2H)-yl)-2-fluoroacetamido)-N-ethyl-2-fluorobenzamide